BrC=1C=C(C(=NC1)S(=O)(=O)NC(C)(C)C)CBr 5-Bromo-3-(bromomethyl)-N-(tert-butyl)pyridine-2-sulfonamide